ClC=1N=C(SC1C(N(OC)CC=1C(=NC(=C(C1)F)F)Cl)=O)NC(OC(C)(C)C)=O tert-butyl [4-chloro-5-[{(2-chloro-5,6-difluoropyridin-3-yl)methyl}(methoxy)carbamoyl]thiazol-2-yl]carbamate